(E)-3-(4-((6-Hydroxy-2-(2-(trifluoromethyl)benzoyl)benzo[b]thiophen-3-yl)oxy)phenyl)acrylic acid OC=1C=CC2=C(SC(=C2OC2=CC=C(C=C2)/C=C/C(=O)O)C(C2=C(C=CC=C2)C(F)(F)F)=O)C1